NC1=C(C2=C([Se]1)C=CC=C2C2=C(C=C1C(=NC(=NC1=C2F)OC[C@@H](C)N)N2C[C@H]1CC[C@@H](C2)N1)Cl)C#N 2-amino-4-((R)-2-((R)-2-aminopropoxy)-4-((1R,5S)-3,8-diazabicyclo[3.2.1]oct-3-yl)-6-chloro-8-fluoroquinazolin-7-yl)benzo[b]selenophene-3-nitrile